((3-hydroxypropyl)azanediyl)bis(undecane-11,1-diyl)(2E,2'E)-bis(3-butylnon-2-enoate) OCCCN(CCCCCCCCCCC/C(/C(=O)[O-])=C(\CCCCCC)/CCCC)CCCCCCCCCCC/C(/C(=O)[O-])=C(\CCCCCC)/CCCC